CC1=C(N=NC(=C1)N[C@H]1CN(CCC1)C1CCN(CC1)C1CC(C1)O)C1=C(C=C(C=C1)C(F)(F)F)O 2-(4-methyl-6-{[(3R)-1'-[(1r,3r)-3-hydroxycyclobutyl]-[1,4'-bipiperidin]-3-yl]amino}pyridazin-3-yl)-5-(trifluoromethyl)phenol